BrC=1C=NN(C1)CCNC(OC(C)(C)C)=O tert-butyl (2-(4-bromo-1H-pyrazol-1-yl)ethyl)carbamate